methyl 2-[[3-[(trans)-2-[5-(pyrrolidin-1-ylmethyl)-2-pyridinyl]vinyl]-1-tetrahydropyran-2-ylindazol-6-yl]amino]benzoate N1(CCCC1)CC=1C=CC(=NC1)/C=C/C1=NN(C2=CC(=CC=C12)NC1=C(C(=O)OC)C=CC=C1)C1OCCCC1